3-fluoro-N-((1s,4r)-4-methoxycyclohexyl)-5-((6-(3-methylisoxazol-4-yl)-1-oxoisoquinolin-2(1H)-yl)methyl)benzamide FC=1C=C(C(=O)NC2CCC(CC2)OC)C=C(C1)CN1C(C2=CC=C(C=C2C=C1)C=1C(=NOC1)C)=O